C(CCCCCCCCCCCCCCCC)(=O)OCCCCCCCCCCCCCCCCCCCC arachidyl margarate